1-(2-chloro-3-fluorophenyl)-3-(8-hydroxy-1,1-dioxo-2h-thiochromen-7-yl)urea ClC1=C(C=CC=C1F)NC(=O)NC1=CC=C2C=CCS(C2=C1O)(=O)=O